COC=1C=CC=C2C(C(=CNC12)C(=O)O)=O 8-methoxy-quinolin-4(1H)-one-3-carboxylic acid